5-bromouraciL BrC=1C(NC(NC1)=O)=O